O=CC(CC1=C(C=C(C(=C1)OC)Br)OC)NC(OC(C)(C)C)=O tert-Butyl (1-oxo-3-(4-bromo-2,5-dimethoxyphenyl)propan-2-yl)carbamate